(R)-N2-(1-(pyridazin-3-yl)pyrrolidin-3-yl)-1,3,4-thiadiazole-2,5-diamine N1=NC(=CC=C1)N1C[C@@H](CC1)NC=1SC(=NN1)N